FC1=CC=C2C(=NC=NC2=C1)N[C@H](C(=O)O)CCN(CCCCC1=NC=2NCCCC2C=C1)CCOC (S)-2-((7-fluoroquinazolin-4-yl)amino)-4-((2-methoxyethyl)(4-(5,6,7,8-tetrahydro-1,8-naphthyridin-2-yl)butyl)amino)butanoic acid